8-fluoro-3,4-dihydro-4-[2-methyl-5-[3-(1-methylethyl)-1H-1,2,4-triazol-1-yl]benzoyl]-2(1H)-quinoxalinone FC=1C=CC=C2N(CC(NC12)=O)C(C1=C(C=CC(=C1)N1N=C(N=C1)C(C)C)C)=O